5-{2-amino-[1,2,4]triazolo[1,5-a]pyridin-7-yl}-N-{[2-(cyclopropylmethoxy)phenyl]methyl}-2,6-dimethylpyridine-3-carboxamide NC1=NN2C(C=C(C=C2)C=2C=C(C(=NC2C)C)C(=O)NCC2=C(C=CC=C2)OCC2CC2)=N1